N1=CC(=CC=C1)[C@@H]1[C@H](C1)N[C@@H]1CC[C@@H](CC1)N (cis)-N1-((1S,2R)-2-(Pyridin-3-yl)cyclopropyl)cyclohexan-1,4-diamin